N,N'-bis(2,6-difluoro-4-benzhydryl-phenyl)-5-phenyl-acenaphthene-1,2-diimine FC1=C(C(=CC(=C1)C(C1=CC=CC=C1)C1=CC=CC=C1)F)N=C1C(C2=CC=C(C3=CC=CC1=C23)C2=CC=CC=C2)=NC2=C(C=C(C=C2F)C(C2=CC=CC=C2)C2=CC=CC=C2)F